CN(C)CC1=CC=C(C=N1)[S@](=O)(N)=NC(NC1=C2CCCC2=CC=2CCCC12)=O (S)-6-((dimethylamino)methyl)-N'-((1,2,3,5,6,7-hexahydro-s-indacen-4-yl)carbamoyl)pyridine-3-sulfonimidamide